3-Methyl-4-amino-phenol CC=1C=C(C=CC1N)O